(E)-4-((6,7-dichloro-3-(1H-pyrazol-4-yl)-1H-indol-4-yl)amino)but-2-en-1-ol ClC1=CC(=C2C(=CNC2=C1Cl)C=1C=NNC1)NC/C=C/CO